COC=1C=CC(=NC1OC)C12CCN=C2CCCC1 3a-(5,6-dimethoxy-2-pyridyl)-2,3,4,5,6,7-hexahydroindole